NCCNC1=C2C=CC=C(C2=CC=C1)S(=O)(=O)O 5-(2'-aminoethyl)amino-naphthalene-1-sulfonic acid